C1(CC1)C(COC1=C(C=C(C=C1)C(C)(C)O)C=1C2=C(C(N(C1)C)=O)N(C=C2)S(=O)(=O)C2=CC=C(C)C=C2)CCCN2CCNCC2 4-(2-((2-cyclopropyl-5-(piperazin-1-yl)pentyl)oxy)-5-(2-hydroxy-propan-2-yl)phenyl)-6-methyl-1-tosyl-1,6-dihydro-7H-pyrrolo[2,3-c]pyridin-7-one